trans-4-(((trans-4-(3-Cyano-4-methoxyphenyl)cyclohexyl)methyl)(4-(2-cyclopropylthiazol-5-yl)pyridin-2-yl)carbamoyl)cyclohexyl 3-hydroxyazetidine-1-carboxylate OC1CN(C1)C(=O)O[C@@H]1CC[C@H](CC1)C(N(C1=NC=CC(=C1)C1=CN=C(S1)C1CC1)C[C@@H]1CC[C@H](CC1)C1=CC(=C(C=C1)OC)C#N)=O